methyl 4-(hydroxymethyl)cycloheptanecarboxylate OCC1CCC(CCC1)C(=O)OC